ClC1=CC2=C(CNCCC2)S1 2-chloro-5,6,7,8-tetrahydro-4H-thieno[2,3-c]azepine